tert-butyl(2-(3-((1-(isoquinolin-5-yl)cyclopropyl)carbamoyl)-4-methyl phenoxy)ethyl)(methyl)carbamate C(C)(C)(C)OC(N(C)CCOC1=CC(=C(C=C1)C)C(NC1(CC1)C1=C2C=CN=CC2=CC=C1)=O)=O